7-bromo-3-methyl-8-(1-(methyl-d3)-1H-indazol-5-yl)-6-(phenylsulfonyl)-1-(tetrahydro-2H-pyran-4-yl)-3,6-dihydroimidazo[4,5-d]pyrrolo[2,3-b]pyridin BrC1=C(C=2C(=NC=C3C2N(CN3C)C3CCOCC3)N1S(=O)(=O)C1=CC=CC=C1)C=1C=C3C=NN(C3=CC1)C([2H])([2H])[2H]